FC1=CC=C2C(=NC(=NC2=C1)C1=CC(=CC=C1)C1=CC(=NO1)[C@]1(C(N(CC1)C)=O)O)C(=O)N (R)-7-fluoro-2-(3-(3-(3-hydroxy-1-methyl-2-oxopyrrolidin-3-yl)isoxazol-5-yl)phenyl)quinazoline-4-carboxamide